R-pentenyl-alanine C(=CCCC)N[C@H](C)C(=O)O